(2R,3S)-3-(1-(4-chlorobenzyl)-1H-pyrazol-3-yl)-2-(2,4-difluorophenyl)-1-(1H-tetrazol-1-yl)butan-2-ol ClC1=CC=C(CN2N=C(C=C2)[C@@H]([C@@](CN2N=NN=C2)(O)C2=C(C=C(C=C2)F)F)C)C=C1